ClC=1C=C(C(=C2C(=NN(C12)C)N1C(C2=CC=CC=C2C1=O)=O)OC1=C(C=CC(=C1)F)Cl)NC(=O)N1CCC2=CC=CC=C12 N-(7-chloro-4-(2-chloro-5-fluorophenoxy)-3-(1,3-dioxoisoindolin-2-yl)-1-methyl-1H-indazol-5-yl)indoline-1-carboxamide